C(CCCCCCCCCCCCC)(=O)N[C@H](CC(N)=O)C(=O)O N-myristoyl-D-Asparagine